cobalt phosphate salt P(=O)([O-])([O-])[O-].[Co+3]